3-(2-{[1-methyl-1-(3-methylthio(2-pyridyl))ethyl]amino}pyrimidin-5-yl)benzenecarbonitrile CC(C)(C1=NC=CC=C1SC)NC1=NC=C(C=N1)C=1C=C(C=CC1)C#N